[Li].N=1C=C(N2C1C=CC=C2)C(=O)NCC=2C=C(C(=O)O)C=CC2C 3-((imidazo[1,2-a]pyridine-3-carboxamido)methyl)-4-methylbenzoic acid lithium